(R)-2-amino-3-(3-fluoro-5-methylbenzamido)propanoic acid N[C@@H](C(=O)O)CNC(C1=CC(=CC(=C1)C)F)=O